OC(C)(C)[C@H]1NC(OC1=O)=O (R)-4-(2-hydroxy-propan-2-yl)oxazolidine-2,5-dione